C(C=C)C=1C=C(C=CC1)C1=CC(=CC=C1)CC=C 3,3'-diallyl-biphenyl